ethyl 3-{1-[4-(benzyloxy)butyl]-4-methyl-1H-benzotriazol-5-yl}-3-(3-{[6-(benzyloxy)-7-fluoro-2,2-dioxo-2H-1,2λ6,3-benzoxathiazin-3(4H)-yl]methyl}-4-methylphenyl)propanoate C(C1=CC=CC=C1)OCCCCN1N=NC2=C1C=CC(=C2C)C(CC(=O)OCC)C2=CC(=C(C=C2)C)CN2S(OC1=C(C2)C=C(C(=C1)F)OCC1=CC=CC=C1)(=O)=O